ClC=1C=C(NC2(CCC3([C@@H](CC4=CC=CC=C34)CCCOC3=C4C=C(NC4=CC=C3)C)CC2)C(=O)O)C=CC1 (1r,2'R,4R)-4-(3-chloroanilino)-2'-{3-[(2-methyl-1H-indol-4-yl)oxy]propyl}-2',3'-dihydrospiro[cyclohexane-1,1'-indene]-4-carboxylic acid